1-(7-fluoro-3-(2-methylthiazol-5-yl)isoquinolin-8-yl)-N-methyl-3-(tetrahydro-2H-pyran-4-yl)-5,6-dihydroimidazo[1,5-a]pyrazine-7(8H)-carboxamide FC1=CC=C2C=C(N=CC2=C1C=1N=C(N2C1CN(CC2)C(=O)NC)C2CCOCC2)C2=CN=C(S2)C